zinc phenolate C1(=CC=CC=C1)[O-].[Zn+2].C1(=CC=CC=C1)[O-]